ClC=1C=C2C(=NC1C=1C(=NC(=CC1)N(C)C)OC)N=C(N2)OC2CC(C2)C(C)(C)O 2-[3-({6-chloro-5-[6-(dimethylamino)-2-methoxypyridin-3-yl]-1H-imidazo[4,5-b]pyridin-2-yl}oxy)cyclobutyl]propan-2-ol